NC1=C(C(=NN1C)C1CC2CC3(CC2C1)CN=C(O3)C(F)(F)F)C(=O)NC3=CC(=C(C=C3)F)Cl 5-amino-N-(3-chloro-4-fluorophenyl)-1-methyl-3-(2-(trifluoromethyl)-3',3a',4',5',6',6a'-hexahydro-1'h,4h-spiro[oxazole-5,2'-pentalene]-5'-yl)-1H-pyrazole-4-carboxamide